C1(=CC=CC=C1)NC(=O)C1=NC2=C(N1)C=CC=C2 N-phenyl-1H-benzo[D]imidazole-2-formamide